(1-oxopropyl)pentylphosphinate O=C(CC)P([O-])(=O)CCCCC